2,4-diethyl-1,3,2,4-dithiadibismetane C(C)[Bi]1S[Bi](S1)CC